5-tert-butyl-1,3,4-thiadiazole C(C)(C)(C)C1=NN=CS1